methyl 6-(4-(1-(4-chloro-3-fluorophenyl)-3,3-diethyl-2,3-dihydro-1H-pyrrolo[3,2-b]pyridine-5-carbonyl)-3,3-dimethylpiperazin-1-yl)-2,4-dimethylnicotinate ClC1=C(C=C(C=C1)N1CC(C2=NC(=CC=C21)C(=O)N2C(CN(CC2)C2=NC(=C(C(=O)OC)C(=C2)C)C)(C)C)(CC)CC)F